(R)-5-(4-bromo-3-fluorophenyl)pyrrolidin-2-one BrC1=C(C=C(C=C1)[C@H]1CCC(N1)=O)F